N-((1S)-(4,4-difluorocyclohexyl)(6-(((5R)-2-oxo-5-(trifluoromethyl)piperidin-3-yl)methyl)imidazo[1,2-b]pyridazin-2-yl)methyl)-4-methyl-1,2,5-oxadiazole-3-carboxamide FC1(CCC(CC1)[C@H](NC(=O)C1=NON=C1C)C=1N=C2N(N=C(C=C2)CC2C(NC[C@@H](C2)C(F)(F)F)=O)C1)F